NC=1C(=NC=CC1)N1C(CCCC1)=O 1-(3-aminopyridin-2-yl)piperidin-2-one